C(C)(C)N1CCC=2C1=CN=C(C2)C(N)=N 1-isopropyl-2,3-dihydro-1H-pyrrolo[2,3-c]pyridine-5-carboximidamide